2,2',7,7'-tetraphenylspirobifluorene C1(=CC=CC=C1)C=1C2(C3=CC4=CC(=CC=C4C3=CC1)C1=CC=CC=C1)C(=CC=C1C3=CC=C(C=C3C=C12)C1=CC=CC=C1)C1=CC=CC=C1